C(#N)C1=C(C(=O)N)C=C(C(=C1)NC1=NC=C2N(C(N(C2=N1)C1CCOCC1)=O)C)C 2-cyano-5-methyl-4-((7-methyl-8-oxo-9-(tetrahydro-2H-pyran-4-yl)-8,9-dihydro-7H-purin-2-yl)amino)benzamide